O1CC=C(C=C1)C(=O)[O-] pyran-4-carboxate